ClC1=C(C=C(N=N1)C=1C=NC=NC1)[C@@H]1[C@H](C1)C(C)(C)O 5-(6-Chloro-5-((1S,2S)-2-(2-hydroxypropan-2-yl)cyclopropyl)pyridazin-3-yl)pyrimidine